FC(C)(F)C1=NC=C(C=C1CN1CC2(CC2)OC1=O)C1=CC(=C(C=C1)F)C(F)F 5-[[2-(1,1-Difluoroethyl)-5-[3-(difluoromethyl)-4-fluoro-phenyl]-3-pyridyl]methyl]-7-oxa-5-azaspiro[2.4]heptan-6-one